S(=O)(=O)(O)O.C(CCCCCCCCCCC)N(C)CCC(O)O dodecyl-dihydroxypropyl-methyl-amine sulfate